FC1=C(CC2=NN3C=NC(=CC3=N2)C2=CC=C(C=C2)F)C(=CC=C1)F (2,6-difluorobenzyl)-7-(4-fluorophenyl)-[1,2,4]Triazolo[1,5-c]Pyrimidin